The molecule is an amino acid-based antibiotic derived from certain thermophilic fungi; acts as a potent inhibitor of serine palmitoyltransferase, the first step in sphingosine biosynthesis. Myriocin also possesses immunosuppressant activity. It has a role as an antimicrobial agent, an antifungal agent, an immunosuppressive agent, an EC 2.3.1.50 (serine C-palmitoyltransferase) inhibitor, an apoptosis inducer, an antineoplastic agent and a fungal metabolite. It is a sphingoid, an alpha-amino fatty acid and a non-proteinogenic alpha-amino acid. CCCCCCC(=O)CCCCCC/C=C/C[C@H]([C@@H]([C@@](CO)(C(=O)O)N)O)O